6-(difluoromethyl)-2-hydroxypyridine-3-sulfonyl chloride FC(C1=CC=C(C(=N1)O)S(=O)(=O)Cl)F